ClC1=CC=C(C=C1)NCC1=CC=CC=C1 (R)-(4-chlorophenyl)-benzylamine